ClC=1C(=CC(=C(C1)N1C(C=CC2=CC(=CC=C12)S(=O)(=O)N(CC1=CC=C(C=C1)OC)C1=NOC=C1)=O)OC)C1CC(C1)(C(F)(F)F)F (P)-1-(5-chloro-4-(3-fluoro-3-(trifluoromethyl)cyclobutyl)-2-methoxyphenyl)-N-(isoxazol-3-yl)-N-(4-methoxybenzyl)-2-oxo-1,2-dihydroquinoline-6-sulfonamide